amyl 1,2,3,4-butanetetracarboxylate C(C(C(CC(=O)[O-])C(=O)[O-])C(=O)[O-])C(=O)OCCCCC